OC=1C(C2=CC=CC=C2C1)N 2-hydroxyinden-1-amine